2,4-bis(4-hydroxyphenyl)heptane OC1=CC=C(C=C1)C(C)CC(CCC)C1=CC=C(C=C1)O